N1=C(C=CC=C1)C1=NC2=C(N1C1=CC=C(C=C1)N1C(=NC3=C1C=CC=C3)C3=NC=CC=C3)C=CC=C2 1,4-bis(2-(pyridine-2-yl)-1H-benzimidazol-1-yl)benzene